S1C2=C(C(=C1)C=1C=C(C=CC1)C1(CC1)C=1NC(C=3CN(CCCC3N1)C(=O)OC(C)(C)C)=O)C=CC=C2 tert-butyl 2-(1-(3-(benzo[b]thiophen-3-yl)phenyl)cyclopropyl)-4-oxo-3,4,5,7,8,9-hexahydro-6H-pyrimido[5,4-c]azepine-6-carboxylate